Choline (+)-Choline OCC[N+](C)(C)C.OCC[N+](C)(C)C